(R)-4,4-difluoro-2-(6-fluoro-1H-indol-3-yl)methylpyrrolidine-1-carboxylic acid benzyl ester C(C1=CC=CC=C1)OC(=O)N1[C@@H](CC(C1)(F)F)CC1=CNC2=CC(=CC=C12)F